Cl[Si](C)(C)CC(CCCCCCCCCC)CCCCCCCCCCCC 11-(chlorodimethylsilyl)methyl-tricosane